ClC1=C(OCC(=O)OCCOCCOC(COC2=C(C=C(C=C2)Cl)Cl)=O)C=CC(=C1)Cl oxybis(ethane-2,1-diyl) bis(2-(2,4-dichlorophenoxy) acetate)